CN1N=C(C=C1)C1=CC=C(CC2=CC(=NC=C2)C(=O)N)C=C1 4-(4-(1-methyl-1H-pyrazol-3-yl)benzyl)picolinamide